FC1=C(C(=C(C=C1OC)OC)F)N1C(N(C2=C(C1)C=NC1=C2C=CN1S(=O)(=O)N(C)C)CC)=O 3-(2,6-difluoro-3,5-dimethoxy-phenyl)-1-ethyl-N,N-dimethyl-2-oxo-1,2,3,4-tetrahydro-7H-pyrrolo[3',2':5,6]pyrido[4,3-d]pyrimidine-7-sulfonamide